1-(Benzyloxycarbonyl)piperazine C(C1=CC=CC=C1)OC(=O)N1CCNCC1